FC1=C(C=CC(=C1F)OC1=NC=CC=C1)C1=CN=C2N1C=CN=C2N 3-[2,3-difluoro-4-(2-pyridinyloxy)phenyl]imidazo[1,2-a]pyrazin-8-amine